OC[C@H](C)N1C=NC2=C(C1=O)C=C(N=C2N2N=CC=C2)C2=NC=C(C=C2)C(F)(F)F (S)-3-(1-hydroxy-propan-2-yl)-8-(1H-pyrazol-1-yl)-6-(5-(trifluoromethyl)pyridin-2-yl)pyrido[3,4-d]pyrimidin-4(3H)-one